N-((3S,4S)-1-(imidazo[1,5-a]pyridine-8-carbonyl)-4-phenylpiperidin-3-yl)-1H-imidazole-2-carboxamide C=1N=CN2C1C(=CC=C2)C(=O)N2C[C@H]([C@@H](CC2)C2=CC=CC=C2)NC(=O)C=2NC=CN2